OC1=C(C=CC=C1)C=1N=NC2=CC=C(C=C2C1)N1CCN(CC1)C1=NC=C(C=N1)C1=NOC(=C1)C(C(=O)O)C(C)C 2-(3-(2-(4-(3-(2-hydroxyphenyl)cinnolin-6-yl)piperazin-1-yl)pyrimidin-5-yl)isoxazol-5-yl)-3-methylbutanoic acid